1-(4-aminophenyl)-3-trifluoromethyl-1H-pyrazole-4-carbonitrile NC1=CC=C(C=C1)N1N=C(C(=C1)C#N)C(F)(F)F